FC1=C(C=CC=N1)C[N+](=O)[O-] 6-fluoro-5-nitromethyl-pyridine